[Cl-].C1(=CC=C(C=C1)OCCCP)C p-tolyl-oxypropyl-phosphine chloride